(3R)-3-amino-5-[(4-chlorophenyl)methyl]-8-fluoro-1,1-dioxo-7-[2-[(3R)-1-methylpyrrolidin-3-yl]tetrazol-5-yl]-2,3-dihydro-1λ6,5-benzothiazepin-4-one N[C@H]1CS(C2=C(N(C1=O)CC1=CC=C(C=C1)Cl)C=C(C(=C2)F)C=2N=NN(N2)[C@H]2CN(CC2)C)(=O)=O